ClC1=CC=C2C=C(NC2=C1Cl)COC1OCCCC1 6,7-dichloro-2-(((tetrahydro-2H-pyran-2-yl)oxy)methyl)-1H-indole